ClC1=C(C(=CC=C1)F)N=C(N)C1=C(C=2N(N=C1)C=CC2)N[C@H]2C[C@H](CC2)NC(OC(C)(C)C)=O tert-butyl N-[(1S,3R)-3-[[3-[N'-(2-chloro-6-fluoro-phenyl)carbamimidoyl]pyrrolo[1,2-b]pyridazin-4-yl]amino]cyclopentyl]carbamate